3-[[4-[[3-[(3-methyl-2-nitro-imidazol-4-yl)methoxy]-7-morpholino-1,6-naphthyridin-5-yl]oxy]cyclohexyl]amino]pyrazine-2-carbonitrile CN1C(=NC=C1COC=1C=NC2=CC(=NC(=C2C1)OC1CCC(CC1)NC=1C(=NC=CN1)C#N)N1CCOCC1)[N+](=O)[O-]